CNC(C(CCC(C(=O)N)NC(=O)C=1C(=NC=NC1)C)=O)=O N6-methyl-2-(4-methylpyrimidine-5-carboxamido)-5-oxohexanediamide